C(#N)C=1C=NN2C1C(=CC(=C2)OCC)C=2C=CC(=NC2)N2CCC(CC2)(C)NC(=O)C2(CCC2)C N-(1-(5-(3-cyano-6-ethoxypyrazolo[1,5-a]pyridin-4-yl)pyridin-2-yl)-4-methylpiperidin-4-yl)-1-methylcyclobutane-1-carboxamide